C(CCCC(C#N)C#N)(C#N)C#N 1,1,5,5-pentanetetracarbonitrile